4-(3,4,8,9-tetrakis(mercaptomethylthio)-11-mercapto-2,5,7,10-tetrathiaundecyl)-5-mercaptomethylthio-1,3-dithiacyclopentane SCSC(SCC1SCSC1SCS)C(SCSC(C(SCS)SCS)SCS)SCS